N1C=NC(=C1)/C(=C/C(=O)O)/C (E)-3-(4-imidazolyl)-2-butenoic acid